N1C=NC=C1\C(\C)=C\1/C(NC2=CC=C(C=C12)C1=C(C2=C(OCCN2)N=C1)C)=O (Z)-3-(1-(1H-imidazol-5-yl)ethylidene)-5-(8-methyl-2,3-dihydro-1H-pyrido[2,3-b][1,4]oxazin-7-yl)indolin-2-one